[S].[Cl-].C(C=C)[N+](C)(C)CC=C diallyldimethylammonium chloride sulfur